5-(3-bromo-1H-pyrazol-4-yl)-2-(6-(((1R,3s,5S)-1,5-dimethyl-8-azabicyclo[3.2.1]octan-3-yl)(methyl)amino)pyridazin-3-yl)-4-fluorophenol hydrochloride Cl.BrC1=NNC=C1C=1C(=CC(=C(C1)O)C=1N=NC(=CC1)N(C)C1C[C@]2(CC[C@@](C1)(N2)C)C)F